N1C(=CC=2CCCCC12)C=O 4,5,6,7-tetrahydro-1H-indole-2-carbaldehyde